N1(C=CC2=CC=CC=C12)CCOC1=CC=C(C(=O)NC=2SC=C(N2)C=2SC=CC2)C=C1 4-(2-(indol-1-yl)ethoxy)-N-(4-(thiophen-2-yl)thiazol-2-yl)benzamide